1-(7-((5-(cinnolin-6-yl)-4-methoxy-7H-pyrrolo[2,3-d]pyrimidin-2-yl)amino)-2-azaspiro[3.5]nonan-2-yl)ethan-1-one N1=NC=CC2=CC(=CC=C12)C1=CNC=2N=C(N=C(C21)OC)NC2CCC1(CN(C1)C(C)=O)CC2